4-allyl-5-vinyl-1,3-dioxolane-2-one C(C=C)C1OC(OC1C=C)=O